[Pt].NC(=N)N.NC(=N)N diguanidine platinum